6-Bromoisatin BrC1=CC=C2C(C(NC2=C1)=O)=O